5-(3,8-diazabicyclo[3.2.1]oct-8-yl)-2-methyl-N-(1-(1-methyl-2-oxo-1,2-dihydrobenzo[cd]indol-6-yl)cyclopropyl)benzamide C12CNCC(CC1)N2C=2C=CC(=C(C(=O)NC1(CC1)C=1C=3C4=C(C(N(C4=CC1)C)=O)C=CC3)C2)C